2-((2-ethyl-7-methyl-5-(2-methyl-1-oxo-2,8-diazaspiro[4.5]decan-8-yl)pyrazolo[1,5-a]pyridin-3-yl)(methyl)amino)-4-(4-fluorophenyl)thiazole-5-carbonitrile C(C)C1=NN2C(C=C(C=C2C)N2CCC3(CCN(C3=O)C)CC2)=C1N(C=1SC(=C(N1)C1=CC=C(C=C1)F)C#N)C